OC1=C(C=CC=C1)\C=N\NC(C1=CC=CC=C1)=O N'-((E)-2-hydroxyphenylmethylene)benzoyl-hydrazine